(+/-)-(rac)-(1SR,5RS)-2-[5-(2,5-difluoro-phenylethynyl)-pyridin-2-yl]-4-methyl-2,4-diazabicyclo[3.2.0]heptan-3-one FC1=C(C=C(C=C1)F)C#CC=1C=CC(=NC1)N1[C@H]2CC[C@H]2N(C1=O)C |r|